CC1=CC=C(CN2N=C3N([C@@H](CCC3)C(=O)N3[C@@H](CCC3)C=O)C2=O)C=C1 (2S)-1-{[(5S)-2-(4-Methylbenzyl)-3-oxo-2,3,5,6,7,8-hexahydro[1,2,4]triazolo[4,3-a]pyridin-5-yl]carbonyl}pyrrolidine-2-carbaldehyde